BrC1=CC=C(C=C1)S(=O)(=O)N1C=C(C=C1C1=CC=C(C=C1)F)CNC([2H])([2H])[2H] ((1-((4-bromophenyl)sulfonyl)-5-(4-fluorophenyl)-1H-pyrrol-3-yl)methyl)methane-d3-amine